tert-butyl N-[4-[2,2,3,3,5,5,6,6-octadeuterio-4-[5-(trifluoromethyl)pyrimidin-2-yl]piperazin-1-yl]-4-oxo-butyl]carbamate [2H]C1(N(C(C(N(C1([2H])[2H])C1=NC=C(C=N1)C(F)(F)F)([2H])[2H])([2H])[2H])C(CCCNC(OC(C)(C)C)=O)=O)[2H]